(2S,3R,4R)-1-acetyl-4-((5-fluoro-4-methylpyrimidin-2-yl)amino)-N-(2-hydroxyethyl)-2,3-dimethyl-1,2,3,4-tetrahydroquinoline-6-carboxamide C(C)(=O)N1[C@H]([C@@H]([C@H](C2=CC(=CC=C12)C(=O)NCCO)NC1=NC=C(C(=N1)C)F)C)C